5,9-dimethyl-14-methylidenetetracyclo[11.2.1.01,10.04,9]hexadecane-5-carboxylate CC1(C2CCC34C(C2(CCC1)C)CCC(C(C3)=C)C4)C(=O)[O-]